(±)-mentha-2,8-dien-1-ol C1(C=CC(CC1)C(=C)C)(C)O